BrO[B]OBr dibromooxyboron